cyclopropanecarboxylic acid-14C C1(CC1)[14C](=O)O